(2-(pyrrolidin-1-ylmethyl)benzyl)quinoline-3,4-diamine N1(CCCC1)CC1=C(CC2=NC3=CC=CC=C3C(=C2N)N)C=CC=C1